(E)-phenethyl 3-(4-hydroxy-3-methoxyphenyl)acrylate OC1=C(C=C(C=C1)/C=C/C(=O)OCCC1=CC=CC=C1)OC